ClC1=CC=C(C=C1)C(C(=O)NCCC1=CC(=C(C=C1)OCC#C)OC)OCC#C 2-(4-chlorophenyl)-N-[2-(3-methoxy-4-prop-2-ynyloxy-phenyl)-ethyl]-2-prop-2-ynyloxy-acetamide